1,6-Bis[3-(3,5-di-tert-butyl-4-hydroxyphenyl)propionamido]hexaneN C(C)(C)(C)C=1C=C(C=C(C1O)C(C)(C)C)CCC(=O)NC=CCCCCNC(CCC1=CC(=C(C(=C1)C(C)(C)C)O)C(C)(C)C)=O